BrC1=CC=C(OC[C@H]2O[C@H](COC2)COC)C=C1 (2s,6s)-2-((4-bromophenoxy)methyl)-6-(methoxymethyl)-1,4-dioxan